S1C(=NC2=C1C=CC=C2)C=2C=C(C=CC2OC(C2=CC=C(C=C2)C#CC2=CC=C(C=C2)OCCCCCCOC(C=C)=O)=O)OC(C2=CC=C(C=C2)C#CC2=CC=C(C=C2)OCCCCCCOC(C=C)=O)=O [3-(1,3-benzothiazol-2-yl)-4-[4-[2-[4-(6-prop-2-enoyloxyhexoxy)phenyl]ethynyl]benzoyl]oxy-phenyl]4-[2-[4-(6-prop-2-enoyloxyhexoxy)phenyl]ethynyl]benzoate